3,4-dimethylpyridine-2-carbaldehyde CC=1C(=NC=CC1C)C=O